(4-tert-Butylphenyl)-diphenylsulfonium triflat [O-]S(=O)(=O)C(F)(F)F.C(C)(C)(C)C1=CC=C(C=C1)[S+](C1=CC=CC=C1)C1=CC=CC=C1